6-(trifluoromethyl)-[1,2,4]triazolo[4,3-a]pyrazine-3-carboxylic acid ethyl ester C(C)OC(=O)C1=NN=C2N1C=C(N=C2)C(F)(F)F